L-alanine quinuclidin-4-ylmethyl ester N12CCC(CC1)(CC2)COC([C@@H](N)C)=O